tert-butyl (R)-2-methyl-4-(6-(trimethylstannyl)pyridin-2-yl)piperazine-1-carboxylate C[C@H]1N(CCN(C1)C1=NC(=CC=C1)[Sn](C)(C)C)C(=O)OC(C)(C)C